COC1=C(N=NC(=C1)C)C(=O)N 4-methoxy-6-methylpyridazine-3-carboxamide